1,4-DIAMINOBUTAN NCCCCN